N-(4-Fluorophenyl)-2-[1-(oxolan-2-carbonyl)-1,2,3,4-tetrahydrochinolin-6-yl]propanamid FC1=CC=C(C=C1)NC(C(C)C=1C=C2CCCN(C2=CC1)C(=O)C1OCCC1)=O